[C@@H]12CN(C[C@@H](CC1)C2)S(=O)(=O)NC(C2=C(C=C(C(=C2)Cl)OCC2CCCC2)F)=O N-(((1R,5S)-3-azabicyclo[3.2.1]octan-3-yl)sulfonyl)-5-chloro-4-(cyclopentylmethoxy)-2-fluorobenzamide